[Na+].ClC1=CC=C2C=CC(=NC2=C1)C=CC=1C=C(C=CC1)C(CCC1=C(C=CC=C1)C(C)(C)O)SCC1(CC1)CC(=O)[O-] 1-[[[1-[3-[2-(7-chloro-2-quinolinyl)ethenyl]phenyl]-3-[2-(1-hydroxy-1-methylethyl)phenyl]propyl]thio]methyl]-cyclopropaneacetic acid, monosodium salt